(S)-3-(6-bromo-3-((tert-butoxycarbonyl)(thiophen-2-ylmethyl)amino)thieno[3,2-c]isothiazol-5-yl)-2-((tert-butoxycarbonyl)amino)propanoic acid BrC1=C(SC=2C1=NSC2N(CC=2SC=CC2)C(=O)OC(C)(C)C)C[C@@H](C(=O)O)NC(=O)OC(C)(C)C